FC1=C(C(=CC=C1)C)N1CCC(CC1)NC(C)C=1N(N=CC1[N+](=O)[O-])COCC[Si](C)(C)C [1-(2-Fluoro-6-methyl-phenyl)-piperidin-4-yl]-{1-[4-nitro-2-(2-trimethylsilanyl-ethoxymethyl)-2H-pyrazol-3-yl]-ethyl}-amine